C1=CC=C(C=C1)C=CC2=CC=CC=C2F Fluorostilbene